FC(C=1C=C(C=CC1)C=O)(F)F [3-(trifluoromethyl)phenyl]methanone